CC(CC1=CC=2C(N=C1)=NNC2)C 5-(2-methylpropyl)-2H-pyrazolo[3,4-b]pyridin